2-((4-chloro-5-(7-((4-(methylsulfonyl)phenyl)amino)-2,6-naphthyridin-1-yl)-1H-indazol-1-yl)methyl)-1,1,1,3,3,3-hexafluoropropan-2-ol ClC1=C2C=NN(C2=CC=C1C1=NC=CC2=CN=C(C=C12)NC1=CC=C(C=C1)S(=O)(=O)C)CC(C(F)(F)F)(C(F)(F)F)O